2-bromo-6-cyclopropyl-7-methyl-4-[3-(trifluoromethyl)-1-bicyclo[1.1.1]pentanyl]pteridine BrC1=NC2=NC(=C(N=C2C(=N1)C12CC(C1)(C2)C(F)(F)F)C2CC2)C